6-chloro-8-(7-fluoro-5-azaspiro[2.4]heptan-5-yl)imidazo[1,2-b]pyridazine ClC=1C=C(C=2N(N1)C=CN2)N2CC1(CC1)C(C2)F